ClC1=CC=C(C=C1)C1=NN(C[C@H]1C1=CC=CC=C1)\C(\NCCS(N)(=O)=O)=N/S(=O)(=O)C1=NN(C=C1)C (R,Z)-3-(4-chlorophenyl)-N'-((1-methyl-1H-pyrazol-3-yl)sulfonyl)-4-phenyl-N-(2-sulfamoylethyl)-4,5-dihydro-1H-pyrazole-1-carboximidamide